FC(F)(F)C1=NN=C2N1CCNC2 (trifluoromethyl)-5,6,7,8-tetrahydro-[1,2,4]triazolo[4,3-a]pyrazine